C(C)(C)(C)C(=O)N[C@@H](C(=O)O)CC (2R)-2-(tert-butylcarbonylamino)butanoic acid